[SiH]1=NN=NN=C1 silatetrazine